C(#N)C=1C=C(C=CC1C#N)C(C(=O)NC1=CC(=NN1CC(=O)OCC)C(F)(F)F)C1CC(CC1)(F)F Ethyl 2-(5-(2-(3,4-dicyanophenyl)-2-(3,3-difluorocyclopentyl)acetamido)-3-(trifluoromethyl)-1H-pyrazol-1-yl)acetate